acrylic acid 4-hydroxybutyl ester OCCCCOC(C=C)=O